FC1=CC=C(C=2N=C(SC21)N)C2=C(C=C1C(=NC(=NC1=C2F)OC[C@]21CCCN1C[C@@H](C2)F)N([C@H]2CNCC2)C)OC(F)(F)F 7-fluoro-4-(8-fluoro-2-(((2R,7aS)-2-fluorotetrahydro-1H-pyrrolizin-7a(5H)-yl)methoxy)-4-(methyl((R)-pyrrolidin-3-yl)amino)-6-(trifluoromethoxy)quinazolin-7-yl)benzo[d]thiazol-2-amine